N-(2-{imidazo[1,2-a]pyridin-3-yl}propan-2-yl)-1-[5-methoxy-2-(4-methyl-1,4-diazepan-1-yl)pyrimidin-4-yl]azetidine-3-carboxamide N=1C=C(N2C1C=CC=C2)C(C)(C)NC(=O)C2CN(C2)C2=NC(=NC=C2OC)N2CCN(CCC2)C